CN1CCN(CC1)C1=CC=C(C=C1)C=1C=C2C(=NC1)NN=C2C2=CC=C(C=C2)C 5-(4-(4-Methylpiperazin-1-yl)phenyl)-3-(p-tolyl)-1H-pyrazolo[3,4-b]pyridine